BrC1=CC(=CC=C1OC)OCCCCCBr 4-bromo-2-(5-bromo-n-pentyloxy)-5-methoxybenzene